O1C(=CC=C1)C(C#N)CC(=O)C=1SC(=CC1)C 2-(furan-2-yl)-4-(5-methylthiophene-2-yl)-4-oxobutyronitrile